N-(3-(N-((1,2,3,5,6,7-Hexahydro-s-indacen-4-yl)carbamoyl)sulfamoyl)propyl)-N-methylacetamide, Potassium Salt [K].C1CCC2=C(C=3CCCC3C=C12)NC(=O)NS(=O)(=O)CCCN(C(C)=O)C